NC1=C(C(=O)NCC2COCC2)C=C(C=C1Br)C 2-amino-3-bromo-5-methyl-N-(tetrahydrofuran-3-ylmethyl)benzamide